ClC=1C=CC2=C(C1)S(CC1=C2N(N=C1C(=O)O)C1=CC=C(C=C1)CN1CCOCC1)(=O)=O 7-Chloro-1-(4-(morpholinylmethyl)phenyl)-1,4-dihydrothiochromeno[4,3-c]pyrazole-3-carboxylic acid 5,5-diOxide